(1r,3r,5r,7r)-2-isopropyladamantan-2-yl methacrylate C(C(=C)C)(=O)OC1(C2CC3CC(CC1C3)C2)C(C)C